4-Amino-N-(2,3-dihydro-1H-inden-2-yl)-6-((2-fluoro-3-methylphenyl)amino)pyridineamide NC1=CC(=NC(=C1)NC1=C(C(=CC=C1)C)F)C(=O)NC1CC2=CC=CC=C2C1